tert-butyl N-({5-[2-(2-{[(4-cyclopropyl-3-fluorophenyl)(phenyl)methyl]carbamoyl}-4-fluoropyrrolidin-1-yl)-2-oxoethyl]-1,3,4-oxadiazol-2-yl}methyl)carbamate C1(CC1)C1=C(C=C(C=C1)C(C1=CC=CC=C1)NC(=O)C1N(CC(C1)F)C(CC1=NN=C(O1)CNC(OC(C)(C)C)=O)=O)F